2-(3-methyl-2-((1r,4r)-4-(trifluoromethoxy)cyclohexyl)phenyl)acetate CC=1C(=C(C=CC1)CC(=O)[O-])C1CCC(CC1)OC(F)(F)F